3-butyl-3-hydroxy-2-(4-hydroxybenzyl)-2,3,4,5-tetrahydro-1H-isoindol-1-one C(CCC)C1(N(C(C=2C=CCCC12)=O)CC1=CC=C(C=C1)O)O